5-((2-ethylhexyl)oxy)phenol C(C)C(COC=1C=CC=C(C1)O)CCCC